(2-methoxypyridin-4-yl)(1-((2-(trimethylsilyl)ethoxy)methyl)imidazol-4-yl)methanol COC1=NC=CC(=C1)C(O)C=1N=CN(C1)COCC[Si](C)(C)C